[[2-[(2S,5R)-2-[(1S,3R)-3-hydroxycyclohexyl]-5-methyl-1-piperidyl]-2-oxo-acetyl]amino]pyridine-3-carboxamide O[C@H]1C[C@H](CCC1)[C@H]1N(C[C@@H](CC1)C)C(C(=O)NC1=NC=CC=C1C(=O)N)=O